ClC1=C(C(=O)NC2=C3C=NN(C3=CC=C2)C2=C(C(=CC=C2)Cl)C)C=C(C=C1)CNC(=O)C1CC1 2-chloro-N-[1-(3-chloro-2-methylphenyl)-1H-indazol-4-yl]-5-{[(cyclopropylcarbonyl)amino]methyl}benzamide